C(C1=CC(=O)NC(=O)N1)(=O)O.NC1=NC=CC=N1 aminopyrimidin orotate